tert-butyl-2-[4-[(benzyloxy)methyl]-2-[3,5-dichloro-4-[(5-isopropyl-6-oxo-1H-pyridazin-3-yl)oxy]phenyl]-3,5-dioxo-1,2,4-triazin-6-yl]-2-cyanoacetate C(C)(C)(C)OC(C(C#N)C=1C(N(C(N(N1)C1=CC(=C(C(=C1)Cl)OC1=NNC(C(=C1)C(C)C)=O)Cl)=O)COCC1=CC=CC=C1)=O)=O